4,8,12-trimethyl-tridecene-1,3,7,11-tetraene CC(=CC=C)C=CC=C(CCC=C(C)C)C